nitro-5-(trifluoromethyl)pyridin-2-ol [N+](=O)([O-])C=1C(=NC=C(C1)C(F)(F)F)O